C[C@]1([C@H]2CC[C@@H]([C@@]1(C(=O)O)C)O2)C(=O)O (1R,2S,3R,4S)-2,3-Dimethyl-7-oxabicyclo[2.2.1]heptane-2,3-dicarboxylic acid